malononitrile sodium salt [Na].C(CC#N)#N